N-glycidyl-N,N-diallyl-amine C(C1CO1)N(CC=C)CC=C